O1C(CCCC1)N1N=CC(=C1)C1=CC=C(C2=C1N=CS2)B2OC(C(O2)(C)C)(C)C 4-[1-(oxan-2-yl)pyrazol-4-yl]-7-(4,4,5,5-tetramethyl-1,3,2-dioxaborolan-2-yl)-1,3-benzothiazole